4-(pyrrolidine-1-carbonyl)piperidine-1-carboxylic acid tert-butyl ester C(C)(C)(C)OC(=O)N1CCC(CC1)C(=O)N1CCCC1